tert-butyl ((2S,3R)-3-hydroxy-4-((3-isopropylbenzyl)amino)-1-phenylbutan-2-yl)carbamate O[C@@H]([C@H](CC1=CC=CC=C1)NC(OC(C)(C)C)=O)CNCC1=CC(=CC=C1)C(C)C